3,3-difluorocyclobutaneformamidine hydrochloride Cl.FC1(CC(C1)C(=N)N)F